OC(C)C=1C=C(C=2N(C1)C(=CN2)C(C)C)NC2CCN(CC2)C[C@H]2CN(CCO2)C(C=C)=O 1-[(2S)-2-[[4-[[6-(1-hydroxyethyl)-3-isopropyl-imidazo[1,2-a]pyridin-8-yl]amino]-1-piperidinyl]methyl]morpholin-4-yl]prop-2-en-1-one